OC1=CC(=NC(=C1)C(F)(F)F)[N+](=O)[O-] 4-hydroxy-2-nitro-6-trifluoromethylpyridine